ClC1=CC(=C(CC2=CC=C3C(=N2)N(C=C3)C3CCN(CC3)C(=O)OC(C)(C)C)C=C1)F tert-butyl 4-(6-(4-chloro-2-fluorobenzyl)-1H-pyrrolo[2,3-b]pyridin-1-yl)piperidine-1-carboxylate